C(C)(C)NC(O[C@H]1C[C@H](CC1)C1=NN(C(=C1)NC(CC1=CC(=C(C=C1)OCC1=CC=C(C=C1)OC)C1OCCO1)=O)C(C)(C)C)=O (1R,3S)-3-(5-(2-(3-(1,3-dioxolan-2-yl)-4-((4-methoxybenzyl)oxy)phenyl) acetamido)-1-(tert-butyl)-1H-pyrazol-3-yl)cyclopentyl isopropylcarbamate